Cl.C(C1=CC=CC=C1)S(=O)(=O)N1C[C@H]([C@](CC1)(O)C1=CC(=CC=C1)OC)CN(C)C (3R,4S)-1-(benzylsulfonyl)-3-((dimethylamino)methyl)-4-(3-methoxyphenyl)piperidine-4-ol hydrochloride